Dimethyl-(6-((2-((5-(1-methyl-1H-pyrazol-4-yl)-2-(2,2,2-trifluoroethoxy)phenyl)amino)-7H-pyrrolo[2,3-d]pyrimidin-4-yl)amino)quinoxalin-5-yl)phosphine oxide CP(C1=C2N=CC=NC2=CC=C1NC=1C2=C(N=C(N1)NC1=C(C=CC(=C1)C=1C=NN(C1)C)OCC(F)(F)F)NC=C2)(C)=O